CN(C)CC1=CC=C(C=C1)S(=O)(=O)NC(CC1=C(C=C(C=C1C(C)C)C1=CC=C(C=C1)OC1=CC=CC=C1)C(C)C)=O N-[4-[(dimethylamino)methyl]phenyl]sulfonyl-2-[4-(4-phenoxyphenyl)-2,6-di(propan-2-yl)phenyl]acetamide